(E)-3-(2,5-Dimethoxyphenyl)acrylic acid COC1=C(C=C(C=C1)OC)/C=C/C(=O)O